C(C)(CC)OC([C@H](F)ON1[C@@H]2C=C([C@H](N(C1=O)C2)C(N)=O)C)=O (S)-2-(((2S,5R)-2-carbamoyl-3-methyl-7-oxo-1,6-diazabicyclo[3.2.1]oct-3-en-6-yl)oxy)-2-fluoroacetic acid sec-butyl ester